2-(3,3-difluorocyclopentyl)ethan-1-ylamine hydrochloride Cl.FC1(CC(CC1)CCN)F